C(C)(=O)OC(=O)C=1C=C(C=C2C1C(=CO2)C2=CC(=CC(=C2)OC)OC)OC 3-(3,5-Dimethoxyphenyl)-6-methoxy-4-benzofurancarboxylic acid acetic anhydride